1-(1,3-benzodioxol-5-yl)-2-bromoethanone O1COC2=C1C=CC(=C2)C(CBr)=O